4-(1-(6-fluoro-1-methylpyrido[4,3-e][1,2,4]triazolo[4,3-a]pyrimidin-5-yl)-1,2,3,5-tetrahydrobenzo[e][1,4]oxazepin-6-yl)-2,2-dimethylbut-3-ynenitrile FC1=CN=CC2=C1C(=NC=1N2C(=NN1)C)N1CCOCC2=C1C=CC=C2C#CC(C#N)(C)C